C(C)OC(=O)C=1C=NC2=C(C=CC=C2C1NCC1=C(C=C(C=C1F)SCC1=CC=CC=C1)F)OC 4-((4-(benzylthio)-2,6-difluorobenzyl)amino)-8-methoxyquinoline-3-carboxylic acid ethyl ester